m-{2-[(S)-tetrahydrofuran-3-ylamino]-6-(1-{[6-(1-hydroxycyclopentyl)-2-pyridinyl]methyl}-1H-1,2,3-triazol-4-yl)-4-pyrimidinyl}benzonitrile O1C[C@H](CC1)NC1=NC(=CC(=N1)C=1C=C(C#N)C=CC1)C=1N=NN(C1)CC1=NC(=CC=C1)C1(CCCC1)O